N1(N=CC=C1)CC=1C=CC(=NC1OC)C(=O)N[S@](=O)(=N)C1=C(C=CC(=C1)C(CO)(C)C)OC (R)-5-((1H-pyrazol-1-yl)methyl)-N-(5-(1-hydroxy-2-methylpropan-2-yl)-2-methoxyphenylsulfonimidoyl)-6-methoxypicolinamide